4-((5-(3-chloro-3-ethyl-2-oxoindolin-1-yl)pyridin-3-yl)methyl)phthalazin-1(2H)-one ClC1(C(N(C2=CC=CC=C12)C=1C=C(C=NC1)CC1=NNC(C2=CC=CC=C12)=O)=O)CC